FC=1C=CC=C2C(N(C=3N(C12)C(NN3)=S)CCC(F)(F)F)=O 9-fluoro-1-thioxo-4-(3,3,3-trifluoropropyl)-2,4-dihydro-[1,2,4]triazolo[4,3-a]quinazolin-5(1H)-one